CN(C/C=C/C(=O)NC1=CC(=CC=C1)C(=O)N1C[C@H](CC1)NC1=NC=CC(=N1)C=1C(=NN2C1C=CC=C2)C2=CC=CC=C2)C (S,E)-4-(dimethylamino)-N-(3-(3-((4-(2-phenylpyrazolo[1,5-a]pyridin-3-yl)pyrimidin-2-yl)amino)pyrrolidine-1-carbonyl)phenyl)but-2-enamide